3-amino-1-(4-methoxybenzyl)piperidine-2,6-dione NC1C(N(C(CC1)=O)CC1=CC=C(C=C1)OC)=O